2,4-difluoro-N-(2-methoxy-5-(4-(piperazin-1-yl)quinolin-6-yl)pyridin-3-yl)benzenesulfonamide trifluoroacetic acid Salt FC(C(=O)O)(F)F.FC1=C(C=CC(=C1)F)S(=O)(=O)NC=1C(=NC=C(C1)C=1C=C2C(=CC=NC2=CC1)N1CCNCC1)OC